FC(C(C(C(C(C(F)(F)F)(F)F)(F)F)(F)F)(F)F)(S(=O)(=O)NCCC[Si](OCC)(OCC)OCC)F 3-((perfluorohexyl-sulfonyl)amino)propyl-triethoxysilane